6-(cyclopropylmethyl)-3-fluoro-2-iodo-benzonitrile C1(CC1)CC1=CC=C(C(=C1C#N)I)F